3-pyridinyl-2-methacryloxypropane-1-sulfonate N1=C(C=CC=C1)CC(CS(=O)(=O)[O-])OC(C(=C)C)=O